((triisopropylsilyl)oxy)-3a,4,7,7a-tetrahydroisobenzofuran-1,3-dione C(C)(C)[Si](OC12C(OC(C2CC=CC1)=O)=O)(C(C)C)C(C)C